methoxyphenyl-zinc carbamoylpropane-1,2,3-tricarboxylate C(N)(=O)OC(=O)CC(CC(=O)O)C(=O)O.CO[Zn]C1=CC=CC=C1